N-(2,2'-dichloro-3'-(5-((((1r,2s)-2-hydroxycyclohexyl)amino)methyl)-6-methoxypyridin-2-yl)-[1,1'-biphenyl]-3-yl)-1,5-dimethyl-4,5,6,7-tetrahydro-1H-imidazo[4,5-c]pyridine-2-carboxamide ClC1=C(C=CC=C1NC(=O)C=1N(C2=C(CN(CC2)C)N1)C)C1=C(C(=CC=C1)C1=NC(=C(C=C1)CN[C@H]1[C@H](CCCC1)O)OC)Cl